(1S,2S)-2-(3-chlorophenyl)-N-(6-(((6-cyclopropyl-8-(3-methyl-2,4-dioxoimidazolidin-1-yl)imidazo[1,2-a]pyridin-2-yl)methyl)amino)pyrimidin-4-yl)cyclopropane-1-carboxamide ClC=1C=C(C=CC1)[C@@H]1[C@H](C1)C(=O)NC1=NC=NC(=C1)NCC=1N=C2N(C=C(C=C2N2C(N(C(C2)=O)C)=O)C2CC2)C1